ClC1=C(C=NN(C1=O)C1CCN(CC1)S(=O)(=O)N(C(F)F)C1=C(C=C(C=C1)C#N)F)NC[C@@H]1COCCS1=O 4-(5-chloro-4-((((3R)-4-oxido-1,4-oxathian-3-yl)methyl)amino)-6-oxopyridazin-1(6H)-yl)-N-(4-cyano-2-fluorophenyl)-N-(difluoromethyl)piperidine-1-sulfonamide